(S)-1-(5-chloro-2-methylphenyl)-3-(isoquinolin-4-yl)-2-oxoimidazoline-4-carbonitrile ClC=1C=CC(=C(C1)N1C(N([C@@H](C1)C#N)C1=CN=CC2=CC=CC=C12)=O)C